4-VINYL-3-PHENYLISOTHIAZOLE-5-CARBOXYLIC ACID C(=C)C=1C(=NSC1C(=O)O)C1=CC=CC=C1